9-(pyrrolidine-1-carbonyl)-6,6a,8,9-tetrahydroindolo[4,3-fg]quinoline-7(4H)-carbonitrile N1(CCCC1)C(=O)C1CN(C2CC=3C4=C(C2=C1)C=CC=C4NC3)C#N